N-[1-(6-bromo-2-pyridyl)ethyl]-5-[4-(trifluoromethyl)phenoxy]naphthalene-2-carboxamide BrC1=CC=CC(=N1)C(C)NC(=O)C1=CC2=CC=CC(=C2C=C1)OC1=CC=C(C=C1)C(F)(F)F